(S)-N-(7-amino-1-(2,6-difluorophenoxy)-2-oxohept-3-yl)-3-(3-fluoropropoxy)benzamide nickel [Ni].NCCCC[C@@H](C(COC1=C(C=CC=C1F)F)=O)NC(C1=CC(=CC=C1)OCCCF)=O